tert-butyl 3-(2-methoxyethoxy)-3-(pyridin-2-yl)azetidine-1-carboxylate COCCOC1(CN(C1)C(=O)OC(C)(C)C)C1=NC=CC=C1